(R)-(4-(7-fluoroquinolin-4-yl)piperazin-1-yl)(1-((4-(pyridin-4-yl)phenyl)sulfonyl)pyrrolidin-3-yl)methanone FC1=CC=C2C(=CC=NC2=C1)N1CCN(CC1)C(=O)[C@H]1CN(CC1)S(=O)(=O)C1=CC=C(C=C1)C1=CC=NC=C1